FC1=C(C(=O)C2=CC(=CN2C)C(=O)N2CC(C2)(C2=NC=CC=C2)C)C=CC=C1 (5-(2-fluorobenzoyl)-1-methyl-1H-pyrrol-3-yl)(3-methyl-3-(pyridin-2-yl)azetidin-1-yl)methanone